N-(5-Chloro-6-(4-(hydroxymethyl)-1H-pyrazol-1-yl)pyridin-3-yl)-1-(chinolin-5-yl)-5-(trifluoromethyl)-1H-pyrazol-4-carboxamid ClC=1C=C(C=NC1N1N=CC(=C1)CO)NC(=O)C=1C=NN(C1C(F)(F)F)C1=C2C=CC=NC2=CC=C1